N-(((2S,5R)-6-hydroxy-7-oxo-1,6-diazabicyclo[3.2.1]oct-2-yl)(imino)methyl)benzamide chloromethyl-3-(2-acetoxyphenyl)propanoate ClCOC(CCC1=C(C=CC=C1)OC(C)=O)=O.ON1[C@@H]2CC[C@H](N(C1=O)C2)C(NC(C2=CC=CC=C2)=O)=N